C(C(=C)C)(=O)ON1C(=O)C2C3C=CC(C2C1=O)C3 N-methacryloxy-5-norbornene-2,3-dicarboximide